C(#N)C=1C=NN2C1C(=CC(=C2)OCC(C)(C)O)N2CC(C2)C(=O)O 1-(3-cyano-6-(2-hydroxy-2-methylpropyloxy)pyrazolo[1,5-a]pyridin-4-yl)azetidine-3-carboxylic acid